2-(3-carbamoyl-5-(methoxycarbonyl)-1H-indazol-1-yl)acetic acid C(N)(=O)C1=NN(C2=CC=C(C=C12)C(=O)OC)CC(=O)O